1,1,2,2-tetra(4-ethynylphenyl)ethene C(#C)C1=CC=C(C=C1)C(=C(C1=CC=C(C=C1)C#C)C1=CC=C(C=C1)C#C)C1=CC=C(C=C1)C#C